1-(Cyclopropylmethyl)piperazine-2-thione hydrochloride Cl.C1(CC1)CN1C(CNCC1)=S